FC=1C=C(C=C(C1)F)C1=CC(NN=C1C(C)C)=O 5-(3,5-difluorophenyl)-6-isopropylpyridazin-3(2H)-one